(-)-2-oxo-4-thiazolidine-carboxylic acid O=C1SCC(N1)C(=O)O